C1(C=CC(N1C1=CC=C(NC2=CC3=CC=CC=C3C=C2)C=C1)=O)=O 2-(4'-maleimidylanilino)naphthalene